C(CC(=O)C)(=O)[O-].C(CC(=O)C)(=O)[O-].C(CC(=O)C)(=O)[O-].[Al+3] aluminum tri(acetoacetate)